FC1=CC=CC=2N=C(OC21)[C@H]2N(CCC1=C2N=CN1)C(=O)C1=C(N=C(O1)C(C)(C)O)C(F)(F)F (S)-(4-(7-fluorobenzo[d]oxazol-2-yl)-6,7-dihydro-1H-imidazo[4,5-c]pyridin-5(4H)-yl)(2-(2-hydroxypropan-2-yl)-4-(trifluoromethyl)oxazol-5-yl)methanone